(S)-6-(4-chlorobenzyl)-9-isopropyl-7,10-dioxo-N-(pyridin-2-yl)-2,6,9-triazaspiro[4.5]decane-2-carboxamide ClC1=CC=C(CN2[C@]3(CCN(C3)C(=O)NC3=NC=CC=C3)C(N(CC2=O)C(C)C)=O)C=C1